C(C)N1C(=NN(C1=O)C=1C=C2C(=CN(C(C2=CC1F)=O)C1=C(C=CC=C1)C)C(=C)C(F)(F)F)CO 6-(4-ethyl-3-(hydroxymethyl)-5-oxo-4,5-dihydro-1H-1,2,4-triazol-1-yl)-7-fluoro-2-(o-tolyl)-4-(3,3,3-trifluoroprop-1-en-2-yl)isoquinolin-1(2H)-one